C(C1=CC=CC=C1)OC1=NC=C(C(=N1)OCC1=CC=CC=C1)C1=CC=C(C(=O)N2[C@@H](CC[C@@H]2C2=C(C=CC=C2)Cl)C(=O)O)C=C1 (2S,5R)-1-(4-(2,4-bis(benzyloxy)pyrimidin-5-yl)benzoyl)-5-(2-chlorophenyl)pyrrolidine-2-carboxylic acid